(E)-4-hydroxy-3-methyl-N'-(2-hydroxy-5-methylbenzylidene)benzofuran-2-carbohydrazide OC1=CC=CC2=C1C(=C(O2)C(=O)N/N=C/C2=C(C=CC(=C2)C)O)C